C(C)(C)(C)C1=C(C=CC=C1)[C@H](CCC1OCCCO1)N[S@](=O)C(C)(C)C (R)-N-[(1S)-1-(2-tert-butylphenyl)-3-(1,3-dioxan-2-yl)propyl]-2-methylpropane-2-sulfinamide